N-(propan-2-yl)-1-[trans-4-(pyridin-2-yloxy)cyclohexyl]-8-(trifluoromethyl)-5,6-dihydro-4H-[1,2,4]triazolo[4,3-a][1]benzazepine-5-amine CC(C)NC1CC=2N(C3=C(C1)C=C(C=C3)C(F)(F)F)C(=NN2)[C@@H]2CC[C@H](CC2)OC2=NC=CC=C2